CC1=C(OC(CCCCCN2CC(C3=CC=CC=C23)(C)C)=O)C(=CC=C1)C (E)-1-(6-(2,6-dimethylphenoxy)-6-oxohexyl)-3,3-dimethylindol